2-(((3R,5S)-3,5-dimethylpiperidin-1-yl)methyl)-4-nitrophenol C[C@H]1CN(C[C@H](C1)C)CC1=C(C=CC(=C1)[N+](=O)[O-])O